(1S,2R)-1-(2-cyanophenyl)-1-(3-fluoro-1-isopropyl-1H-pyrazol-4-yl)propan C(#N)C1=C(C=CC=C1)[C@H](CC)C=1C(=NN(C1)C(C)C)F